(2xi)-2-[2-[2-[2-[2-(2,6-dioxo-3-piperidinyl)-1,3-dioxo-isoindol-5-yl]oxyethoxy]ethoxy]ethyl]morpholine-4-carboxylic acid tert-butyl ester C(C)(C)(C)OC(=O)N1CC(OCC1)CCOCCOCCOC=1C=C2C(N(C(C2=CC1)=O)C1C(NC(CC1)=O)=O)=O